N-(3-(5-(4-(1H-tetrazol-5-yl)phenyl)-1H-pyrazolo[3,4-b]pyridine-3-carbonyl)-2,6-difluorophenyl)propane-1-sulfonamide N1N=NN=C1C1=CC=C(C=C1)C=1C=C2C(=NC1)NN=C2C(=O)C=2C(=C(C(=CC2)F)NS(=O)(=O)CCC)F